C(CCC)OF fluoro butyl ether